FC1=CC=C(C=C1)[C@@H]1N(CCC2=CC=CC=C12)C(=O)[C@]1(OCCC(C1)=O)C (S)-2-((S)-1-(4-fluorophenyl)-1,2,3,4-tetrahydroisoquinoline-2-carbonyl)-2-methyltetrahydro-4H-pyran-4-one